(3,5-dibromo-4-methoxyphenyl)(7-methyl-2,3-dihydro-4H-benzo[b][1,4]thiazin-4-yl)methanone BrC=1C=C(C=C(C1OC)Br)C(=O)N1C2=C(SCC1)C=C(C=C2)C